(1S,4S)-4-((2-((4-methyltetrahydro-2H-pyran-4-yl)amino)-5-nitropyrimidin-4-yl)amino)cyclohexane-1-carboxylic acid CC1(CCOCC1)NC1=NC=C(C(=N1)NC1CCC(CC1)C(=O)O)[N+](=O)[O-]